triaconteneoic acid C(C=CCCCCCCCCCCCCCCCCCCCCCCCCCCC)(=O)O